C1(=CC=C(C=C1)N(C=1C=C(C(=CC1)C1=CC=2C(C3=CC=CC=C3C2C=C1)(C)C)C1=CC=CC=C1)C1=CC=C(C=C1)C1=CC=CC=C1)C1=CC=CC=C1 N,N-bis(biphenyl-4-yl)-6-(9,9-dimethylfluoren-2-yl)biphenyl-3-amine